Cl.CS(=O)(=O)CCN 2-(methylsulfonyl)ethane-amine hydrochloride